4-(methoxymethyl)tetrahydrofuran-2-carbaldehyde COCC1CC(OC1)C=O